1-(4-(5-(3-(2-aminopyrimidin-5-yl)imidazo[1,2-a]pyrimidin-6-yl)pyridin-3-yl)phenyl)pyrrolidin-2-one NC1=NC=C(C=N1)C1=CN=C2N1C=C(C=N2)C=2C=C(C=NC2)C2=CC=C(C=C2)N2C(CCC2)=O